3-methoxy-6-(2-(2-(trifluoromethyl)pyridin-4-yl)-2,6-diazaspiro[3.4]octan-6-yl)-1H-pyrazolo[3,4-d]pyrimidine COC1=NNC2=NC(=NC=C21)N2CC1(CN(C1)C1=CC(=NC=C1)C(F)(F)F)CC2